(E)-9-((3-methylbenzylidene)amino)-2-morpholino-9H-purin-6-yl 4-methylbenzenesulfonate CC1=CC=C(C=C1)S(=O)(=O)OC1=C2N=CN(C2=NC(=N1)N1CCOCC1)/N=C/C1=CC(=CC=C1)C